6-(4-amino-4-methylpiperidin-1-yl)-3-(2,3-dichloropyridin-4-yl)-1H-pyrazolo[3,4-b]pyridine-4-carboxamide NC1(CCN(CC1)C=1C=C(C2=C(N1)NN=C2C2=C(C(=NC=C2)Cl)Cl)C(=O)N)C